ClC1=C(C=C2C=C(N=CC2=C1)NC(=O)[C@@H]1CC12CCOCC2)N2CCN(CC2)[C@@H]2COC[C@@H]2OC (1R)-N-(7-chloro-6-(4-((3R,4R)-4-methoxytetrahydrofuran-3-yl)piperazin-1-yl)isoquinolin-3-yl)-6-oxaspiro[2.5]octane-1-carboxamide